glycerol 1,3-diacrylate C(C=C)(=O)OCC(O)COC(C=C)=O